(1R,3R,5S)-8-(Azetidin-3-yl)-8-azabicyclo[3.2.1]octane-3-sulfonamide Dihydrochloride Cl.Cl.N1CC(C1)N1[C@H]2CC(C[C@@H]1CC2)S(=O)(=O)N